2-(7-(((3R,5R)-5-fluoropiperidin-3-yl)amino)pyrazolo[1,5-d][1,2,4]triazin-4-yl)-5-(trifluoromethyl)phenol dihydrochloride Cl.Cl.F[C@@H]1C[C@H](CNC1)NC1=NN=C(C=2N1N=CC2)C2=C(C=C(C=C2)C(F)(F)F)O